(E)-6-(Benzyloxy)-2-(3-(3-ethoxy-2-methyl-3-oxoprop-1-en-1-yl)phenyl)-5,5-difluoro-2-methylhexanoic acid C(C1=CC=CC=C1)OCC(CCC(C(=O)O)(C)C1=CC(=CC=C1)\C=C(\C(=O)OCC)/C)(F)F